2,3-dichloropyrazine ClC1=NC=CN=C1Cl